FC(C1=CN=CC(=N1)N1[C@@H]2C[C@H]2CC1)(F)F (1R,3S,5R)-N-(6-(trifluoromethyl)pyrazin-2-yl)-2-azabicyclo[3.1.0]hexane